6-(2-Fluoro-6-methoxy-phenyl)-2-oxo-3H-imidazo[4,5-b]pyridin FC1=C(C(=CC=C1)OC)C=1C=C2C(=NC1)NC(N2)=O